methyl (3S,6S,7aS,8aR,9aR)-6-(1,3-dioxoisoindolin-2-yl)-8,8-difluoro-5-oxodecahydro-1H-cyclopropa[d]pyrrolo[1,2-a]azocine-3-carboxylate O=C1N(C(C2=CC=CC=C12)=O)[C@H]1C[C@H]2[C@@H](C[C@@H]3N(C1=O)[C@@H](CC3)C(=O)OC)C2(F)F